C1=CC=CC2=C1C=NC1=C(S2)C=CC(=C1)C(=O)N dibenzo[b,f][1,4]thiazepine-8-carboxamide